OC[C@@H](C1=CC=C(C=C1)B1OC(C(O1)(C)C)(C)C)NC(OC(C)(C)C)=O tert-butyl N-[(1R)-2-hydroxy-1-[4-(4,4,5,5-tetramethyl-1,3,2-dioxaborolan-2-yl)phenyl]ethyl]carbamate